N-(2-((6-(4-((5-chloro-2-fluorophenyl)sulfonamido)-2-methylphenyl)-3-methyl-1H-pyrazolo[3,4-d]pyrimidin-4-yl)amino)ethyl)-N-methylformamide ClC=1C=CC(=C(C1)S(=O)(=O)NC1=CC(=C(C=C1)C1=NC(=C2C(=N1)NN=C2C)NCCN(C=O)C)C)F